(R or S)-N-(6-(1-cyanospiro[2.2]pentan-1-yl)isoquinolin-3-yl)cyclopropanecarboxamide C(#N)[C@@]1(CC12CC2)C=2C=C1C=C(N=CC1=CC2)NC(=O)C2CC2 |o1:2|